2-phenyl-2-(2-hydroxyphenyl)propane C1(=CC=CC=C1)C(C)(C)C1=C(C=CC=C1)O